Cl.FC(C1(CNCCC1)O)F 3-(difluoromethyl)piperidine-3-ol hydrochloride